N(C1=CC=CC=C1)C1CCCC=2C=CC=C(C12)C1N(C2=CC=CC=C2C=C1)C1=C(C=CC=C1C(C)C)C(C)C 2-(8-anilino-5,6,7,8-tetrahydronaphthalen-1-yl)-N-(2,6-diisopropylphenyl)quinolin